COC=1C=C(C=CC1)C=1C=C(C=CC1)NC(=O)N1CCC=CC1 N-[3-(3-methoxyphenyl)phenyl]-3,6-dihydropyridine-1(2H)-carboxamide